(1S)-4-azanyl-1-[(2R,4S,6S)-6-[[1,1-dimethylethyl(dimethyl)silyl]oxymethyl]-4-(triphenylmethyl)thiomorpholin-2-yl]pyrimidin-2-one NC1=NC(N(C=C1)[C@H]1CN(C[C@H](S1)CO[Si](C)(C)C(C)(C)C)C(C1=CC=CC=C1)(C1=CC=CC=C1)C1=CC=CC=C1)=O